1-(adamantan-1-ylmethyl)-4-(4,4,5,5-tetramethyl-1,3,2-dioxaborolan-2-yl)-1H-pyrazole C12(CC3CC(CC(C1)C3)C2)CN2N=CC(=C2)B2OC(C(O2)(C)C)(C)C